2-(4-(3-((1-(tetrahydro-2H-pyran-2-yl)-1H-indazol-5-yl)amino)-1H-pyrazol-1-yl)phenoxy)acetic acid tert-butyl ester C(C)(C)(C)OC(COC1=CC=C(C=C1)N1N=C(C=C1)NC=1C=C2C=NN(C2=CC1)C1OCCCC1)=O